C(=O)C=1C=C(C=CC1O)C=C(C#N)C1=CC=C(C=C1)[N+](=O)[O-] 3-(3-formyl-4-hydroxyphenyl)-2-(4-nitrophenyl)acrylonitrile